OC1=C(C(=CC(=C1)C)C)B(O)O (2-hydroxy-4,6-dimethyl-phenyl)boronic acid